C1CCN(C1)CCOC2=C3COC/C=C\COCC4=CC(=CC=C4)C5=NC(=NC=C5)NC(=C3)C=C2 11-(2-pyrrolidin-1-ylethoxy)-14,19-dioxa-5,7,26-triazatetracyclo(19.3.1.1(2,6).1(8,12))heptacosa-1(25),2(26),3,5,8,10,12(27),16,21,23-decaene